C1(CC1)C1=NC=NC(=C1C=1N=CC2=C(N1)C(=CN2)C(O)C2=CC=C(C=C2)C=2N(C=C(N2)C(F)(F)F)C)OC(C)C [2-(4-cyclopropyl-6-isopropoxy-pyrimidin-5-yl)-5H-pyrrolo[3,2-d]pyrimidin-7-yl]-[4-[1-methyl-4-(trifluoromethyl)imidazol-2-yl]phenyl]methanol